CCC=C γ-methylpropene